(1S,2S)-2-fluoro-N-(7-(6-(1-hydroxy-2-(methylthio)ethyl)-4-methylpyridin-3-yl)-2,6-naphthyridin-3-yl)cyclopropane-1-carboxamide F[C@@H]1[C@@H](C1)C(=O)NC=1N=CC2=CC(=NC=C2C1)C=1C=NC(=CC1C)C(CSC)O